O=C1N(C(C=C(N1)N[C@@H](C)C1=CC=CC=C1)=O)CC(=O)OC methyl (S)-2-(2,6-dioxo-4-((1-phenylethyl)amino)-3,6-dihydropyrimidin-1(2H)-yl)acetate